NC1=C(C(N(C2=CC(=CC=C12)Br)C1=C2C=C(N=CC2=CC=C1)C)=O)C(=O)OC methyl 4-amino-1-(3-methylisoquinolin-5-yl)-7-bromo-2-oxo-1,2-dihydroquinoline-3-carboxylate